tris(hydroxyphenyl)sulfonium OC1=C(C=CC=C1)[S+](C1=C(C=CC=C1)O)C1=C(C=CC=C1)O